methyl 4-(3-bromopropyl)-2-iodobenzoate BrCCCC1=CC(=C(C(=O)OC)C=C1)I